O=C1N(C(C=C1)=O)CCCOCC(COCCCN1C(C=CC1=O)=O)(COCCCN1C(C=CC1=O)=O)COCCCN1C(C=CC1=O)=O 1,1'-[[2,2-bis[[3-(2,5-dihydro-2,5-dioxo-1H-pyrrol-1-yl)propoxy]methyl]-1,3-propanediyl]bis(oxy-3,1-propanediyl)]bis-1H-pyrrole-2,5-dione